(S)-2-amino-3-(3'-cyano-[1,1'-biphenyl]-3-yl)propanoic acid N[C@H](C(=O)O)CC=1C=C(C=CC1)C1=CC(=CC=C1)C#N